methylene terephthalate C1(C2=CC=C(C(=O)OCO1)C=C2)=O